N1C2=C(SC(C1)C(=O)OCC)N=CC=C2 ethyl 2,3-dihydro-1H-pyrido[2,3-b][1,4]thiazine-3-carboxylate